2-Amino-4-(3-((S)-3-(dimethylamino)pyrrolidin-1-yl)-5-fluoro-1-((5-methyl-1,2,4-oxadiazol-3-yl)methoxy)-7,9-dihydrofuro[3,4-f]quinazolin-6-yl)-5-fluorobenzo[b]thiophene-3-carbonitrile NC1=C(C2=C(S1)C=CC(=C2C=2C1=C(C=3C(=NC(=NC3C2F)N2C[C@H](CC2)N(C)C)OCC2=NOC(=N2)C)COC1)F)C#N